(R)-N-methyl-3-(2-methylphenoxy)-3-phenyl-1-propylamine hydrochloride Cl.CNCC[C@H](C1=CC=CC=C1)OC1=C(C=CC=C1)C